BrCCCCCCCCC=CC=CCCCCC 1-bromo-9,11-heptadecadiene